(R)-6-((2-(dimethylamino)ethyl)(methyl)amino)-2-methyl-4-((1-(3-nitro-5-(triFluoromethyl)phenyl)ethyl)amino)phthalazin-1(2H)-one CN(CCN(C=1C=C2C(=NN(C(C2=CC1)=O)C)N[C@H](C)C1=CC(=CC(=C1)C(F)(F)F)[N+](=O)[O-])C)C